4-ethyl-2-(N-methylmethylsulfonamido)benzene C(C)C1=CC(=CC=C1)N(S(=O)(=O)C)C